CC(C)(C)OC(NCC(NCC(F)(F)F)=O)=O N-[2-oxo-2-[(2,2,2-trifluoroethyl)amino]ethyl]carbamic acid-1,1-dimethylethyl ester